OCCCOC1CC(NC(C1)(CC)CC)(CC)CC 4-(3-hydroxypropoxy)-2,2,6,6-tetraethylpiperidine